[Cl-].C(C1=CC=CC=C1)C=1N=C(SC1)[Zn+] (4-Benzylthiazol-2-yl)zinc (II) chloride